5-(1-Aminocyclopropyl)isoquinolin-3-ol NC1(CC1)C1=C2C=C(N=CC2=CC=C1)O